NC=1C(=NC(=CN1)C=1N(C=NC1)C)C(=O)OC methyl 3-amino-6-(3-methylimidazol-4-yl)pyrazine-2-carboxylate